Tert-butyl N-cyclopropylcarbamate C1(CC1)NC(OC(C)(C)C)=O